6,7-dichloro-3-[(6-methoxy-3-pyridyl)methyl]-4,9-dihydro-1H-pyrrolo[3,2-h][2,1,3]benzothiadiazine 2,2-dioxide ClC=1C2=C(C3=C(CN(S(N3)(=O)=O)CC=3C=NC(=CC3)OC)C1)NC=C2Cl